OC1=C(C(=CC(=C1OC)OC)C)C(CCCCCCCCC)=O 1-(2-hydroxy-3,4-dimethoxy-6-methylphenyl)-1-decanone